Fmoc-L-methionine C(=O)(OCC1C2=CC=CC=C2C2=CC=CC=C12)N[C@@H](CCSC)C(=O)O